O=C1CC(C1)C1=CC=C(C=C1)N1C(NC(C=C1)=O)=O 1-(4-(3-oxocyclobutyl)phenyl)pyrimidine-2,4(1H,3H)-dione